(P)-3-bromo-4-((4-fluoropyridin-3-yl)methoxy)-6''-(2-hydroxypropan-2-yl)-3'',5',6-trimethyl-2H-[1,4':2',2''-terpyridin]-2-one BrC=1C(N(C(=CC1OCC=1C=NC=CC1F)C)C1=CC(=NC=C1C)C1=NC(=CC=C1C)C(C)(C)O)=O